C(C)N1C(=CC=2C1=NC=CC2)C(=O)OC methyl 1-ethyl-1H-pyrrolo[2,3-b]pyridine-2-carboxylate